NC1=C2C(=NC=N1)N(N=C2C2=CC=C(C=C2)OC2=CC=CC=C2)C2CCN(CC2)CC2CCN(CC2)C(=O)N2CCN(CC2)C=2C=C1C(N(C(C1=CC2)=O)C2C(NC(CC2)=O)=O)=O 5-(4-(4-((4-(4-amino-3-(4-phenoxyphenyl)-1H-pyrazolo(3,4-d)pyrimidin-1-yl)piperidin-1-yl)methyl)piperidine-1-carbonyl)piperazin-1-yl)-2-(2,6-dioxopiperidin-3-yl)isoindoline-1,3-dione